FC(C(C)(C)O)(CC[C@@H](C)[C@H]1CC[C@H]2[C@@H]3CC=C4C[C@H](CC[C@]4(C)[C@H]3CC[C@]12C)O)F 24,24-difluorocholest-6(5)-ene-3β,25-diol